2-(4-(3-isopropyl-2-(1-methyl-1H-pyrrolo[2,3-b]pyridin-3-yl)-1H-indol-5-yl)piperidin-1-yl)acetamide C(C)(C)C1=C(NC2=CC=C(C=C12)C1CCN(CC1)CC(=O)N)C1=CN(C2=NC=CC=C21)C